ClC1=C(C=CC2=C1C(=N[C@H](C=1N2C(=NN1)C)C)C1=C(C=CC=C1F)F)C(=C)OCC (4S)-7-chloro-6-(2,6-difluorophenyl)-8-(1-ethoxyvinyl)-1,4-dimethyl-4H-[1,2,4]Triazolo[4,3-a][1,4]Benzodiazepine